BrC=1C=C(C=2C=CC(=NC2C1)\C=C\C1=NC=CC(=N1)C)C(=O)O (E)-7-bromo-2-(2-(4-methylpyrimidin-2-yl)vinyl)quinoline-5-carboxylic acid